O1C=NC2=C1C=CC(=C2)CN2C(C(=CC(=C2)C2=NC(=NC(=C2)C)S(=O)(=O)CCC(C2=CC=CC=C2)OCC2=C(C=CC=C2)F)F)=O 1-(benzo[d]oxazol-5-ylmethyl)-3-fluoro-5-(2-((3-((2-fluorobenzyl)oxy)-3-phenylpropyl)sulfonyl)-6-methylpyrimidin-4-yl)pyridin-2(1H)-one